C(C(=C)C)(=O)OCCN(C1=CC=CC=2C(C3=CC=CC=C3C(C12)=O)=O)C1=CC=CC=C1 4-[(2-methacryloyl-oxyethyl)phenylamino]anthraquinone